N(=[N+]=[N-])CCCCCCCCCC(CC(=O)N[C@@H]1C(OCC1)=O)=O 12-azido-3-oxo-N-((3S)-tetrahydro-2-oxo-3-furanyl)dodecanamide